8-amino-3,6-dioxa-octanoic acid NCCOCCOCC(=O)O